CC(CNC1=C(C(=NN1)C#N)S(=O)C(F)(F)F)=C 5-[(2-methyl-2-propen-1-yl)amino]-4-[(trifluoromethyl)sulfinyl]-1H-pyrazole-3-carbonitrile